C(C)OC(=O)CC(\C=C/C(=O)[O-])(C)C (Z)-5-ethoxycarbonyl-4,4-dimethyl-2-pentenoate